C1(CC1)C1=NC=CC=C1C1=C(OC=2C(=NC=NC2)N2CC3(CCN(C3)CC3=CC4=C(NC(N4)=O)C=C3)CC2)C=CC(=C1)F 5-((7-(5-(2-(2-cyclopropylpyridin-3-yl)-4-fluorophenoxy)pyrimidin-4-yl)-2,7-diazaspiro[4.4]nonan-2-yl)methyl)-1,3-dihydro-2H-benzo[d]imidazol-2-one